(S)-2-(5-(ethoxycarbonyl)-4-(4-(pyridazin-3-ylcarbamoyl)phenyl)-1H-imidazol-2-yl)piperidine-1-carboxylic acid tert-butyl ester C(C)(C)(C)OC(=O)N1[C@@H](CCCC1)C=1NC(=C(N1)C1=CC=C(C=C1)C(NC=1N=NC=CC1)=O)C(=O)OCC